6-[[3-(2,2-difluoroethoxy)-5-fluoro-2-pyridyl]oxy]-3-methyl-N-[3-(trifluoromethyl)cyclobutyl]imidazo[1,2-a]pyridine-2-carboxamide FC(COC=1C(=NC=C(C1)F)OC=1C=CC=2N(C1)C(=C(N2)C(=O)NC2CC(C2)C(F)(F)F)C)F